N1(C=NC=C1)CCC=O 3-IMIDAZOL-1-YL-PROPIONALDEHYDE